O(S(=O)(=O)C(F)(F)F)C=1C=2N(C=C(C1)N1CCCC1)N=CC2C#N 3-cyano-6-(pyrrolidin-1-yl)pyrazolo[1,5-a]Pyridin-4-yl triflate